2-(1-nonyl)-1,3-dioxolane C(CCCCCCCC)C1OCCO1